(3-(2-aminoquinazolin-6-yl)-2,4-difluorophenyl)-2-methoxy-5-methylbenzenesulfonamide NC1=NC2=CC=C(C=C2C=N1)C=1C(=C(C=CC1F)C=1C(=C(C=C(C1)C)S(=O)(=O)N)OC)F